C1(=CC=CC=C1)P([O-])(=O)C(C1=C(C=C(C=C1C)C)C)=O.[Li+].C(C)C1=CC=C(C=C1)S1C=2C=CC=CC2SC2=CC=CC=C12 5-(4-ethylphenyl)thianthrene lithium phenyl-2,4,6-trimethyl-benzoylphosphinate